C(#C)C1(CCN(CC1)C(=O)OC(C)(C)C)C tert-Butyl 4-ethynyl-4-methylpiperidine-1-carboxylate